CC=1SC(=CC1C#N)C1=NC(=NC=C1C(F)(F)F)NC1CCN(CC1)S(=O)(=O)C=1N=CN(C1)C 2-Methyl-5-[2-[[1-(1-methylimidazol-4-yl)sulfonylpiperidin-4-yl]amino]-5-(trifluoro-methyl)pyrimidin-4-yl]thiophene-3-carbonitrile